C1(=CC=CC=2C3=CC=CC=C3CC12)COC(=O)N[C@@H](CC1=CN(C=N1)C(=O)OC(C)(C)C)C(=O)O N-fluorenylmethoxycarbonyl-N'-tert-butoxycarbonyl-L-histidine